O1C(OCCC1)C1OCCOC1 1,3-dioxanyl-(dioxan)